(4-methoxyphenyl)-1-(3,4,5-trimethoxyphenyl)pyrrolo[1,2-a]pyrazine COC1=CC=C(C=C1)C=1N=C(C=2N(C1)C=CC2)C2=CC(=C(C(=C2)OC)OC)OC